N-[3-[[[5-chloro-2-[2-methoxy-4-(4-methylpiperazin-1-yl)anilino]pyrimidin-4-yl]amino]methyl]phenyl]prop-2-enamide ClC=1C(=NC(=NC1)NC1=C(C=C(C=C1)N1CCN(CC1)C)OC)NCC=1C=C(C=CC1)NC(C=C)=O